N-[5-[2-[4-[[2-[(6-bromo-2-pyridyl)oxy]ethyl-cyclopropyl-amino]methyl]-2-pyridyl]ethynyl]-8-(methylamino)-2,7-naphthyridin-3-yl]cyclopropanecarboxamide BrC1=CC=CC(=N1)OCCN(C1CC1)CC1=CC(=NC=C1)C#CC1=C2C=C(N=CC2=C(N=C1)NC)NC(=O)C1CC1